IC1=C2C=CC=NC2=C(C=C1)NC(C(C=C)CC1=CC=C(C=C1)C)=O N-(5-iodoquinolin-8-yl)-2-(4-methylbenzyl)but-3-enamide